C1(=CC=CC=C1)N1N=C(C(=C1C1=CC=CC=C1)N1N=CC=C1)C1=CC=CC=C1 1',3',5'-triphenyl-1'H-(1,4')bipyrazole